NC1=NC(=CC(=N1)N1CCC2(C[C@H](NC2)C(=O)OCC)CC1)O[C@@H](C(F)(F)F)C1=C(C=C(C=C1)C1=CC=C(C=C1)OC(C)C)N1CCOCC1 (S)-ethyl 8-(2-amino-6-((R)-2,2,2-trifluoro-1-(4'-isopropoxy-3-morpholino-[1,1'-biphenyl]-4-yl)ethoxy)pyrimidin-4-yl)-2,8-diazaspiro[4.5]decane-3-carboxylate